C(#N)C1=CNC2=C(C=CC(=C12)C)NS(=O)(=O)C=1C=NN(C1)CC(CO)(C)C N-(3-Cyano-4-methyl-1H-indol-7-yl)-1-(3-hydroxy-2,2-dimethylpropyl)pyrazol-4-sulfonamid